2-((3-(4-((5-fluoro-3-methylpyridin-2-yl)oxy)phenyl)-1,2,4-oxadiazol-5-yl)methyl)acrylic acid FC=1C=C(C(=NC1)OC1=CC=C(C=C1)C1=NOC(=N1)CC(C(=O)O)=C)C